N1CC(C1)NC=1C=2C=CN(C2C=C(C1)C#CCNC1=C(C=C(C=C1)S(=O)(=O)C)OC)CC(F)(F)F N-(azetidin-3-yl)-6-[3-(2-methoxy-4-methylsulfonyl-anilino)prop-1-ynyl]-1-(2,2,2-trifluoroethyl)indol-4-amine